2-aminoimidazol-5-methanol NC=1NC(=CN1)CO